N-[4-[6-amino-5-(morpholinomethyl)pyrimidin-4-yl]oxy-3-fluoro-phenyl]-1-phenyl-5-(trifluoromethyl)pyrazole-4-Carboxamide NC1=C(C(=NC=N1)OC1=C(C=C(C=C1)NC(=O)C=1C=NN(C1C(F)(F)F)C1=CC=CC=C1)F)CN1CCOCC1